C(C)(C)(C)C1=NN=C(O1)C=1C(=NC(=NC1)NC1=CC(=C(C=C1)S(=O)(=O)C)C)N[C@H](CO)C1=CC=CC=C1 (2S)-2-[[5-(5-tert-butyl-1,3,4-oxadiazol-2-yl)-2-(3-methyl-4-methylsulfonyl-anilino)pyrimidin-4-yl]amino]-2-phenyl-ethanol